FC=1C=C(C=C2C=CC=NC12)C=O (8-fluoroquinolin-6-yl)methanone